4-methyl-3'-methoxy-benzophenone CC1=CC=C(C(=O)C2=CC(=CC=C2)OC)C=C1